FC=1C(=NC=C(C1)OC)N1C(N(C=2C=NC=3C=C(C(=CC3C21)C=2N=NN(C2)C)OC)C)=O 1-(3-Fluoro-5-methoxypyridin-2-yl)-7-methoxy-3-methyl-8-(1-methyl-1H-1,2,3-triazol-4-yl)-1,3-dihydroimidazo[4,5-c]quinolin-2-one